(2R,3R,4S,5S)-2-(4-Amino-5-fluoro-7H-pyrrolo[2,3-d]pyrimidin-7-yl)-5-((((3-methyl-5-phenylisoxazol-4-yl)methyl)thio)methyl)tetrahydrofuran-3,4-diol NC=1C2=C(N=CN1)N(C=C2F)[C@@H]2O[C@@H]([C@H]([C@H]2O)O)CSCC=2C(=NOC2C2=CC=CC=C2)C